ClC(C)C(CC(C(CC([13CH]([13CH2][13CH3])Cl)Cl)Cl)Cl)Cl 2,3,5,6,8,9-hexachloroundecane-9,10,11-13C3